FC1=C(COC=2C(=CC(=C(C2)N2C(NC=3C(C2=O)=C(SC3)C(=O)O)=O)F)OC)C(=CC=C1F)OC 3-(5-((2,3-difluoro-6-methoxybenzyl)oxy)-2-fluoro-4-methoxyphenyl)-2,4-dioxo-1,2,3,4-tetrahydrothieno[3,4-d]pyrimidine-5-carboxylic acid